ClCC=1NC(C2=C(N1)N=CC=C2)=O 2-(chloromethyl)pyrido[2,3-d]pyrimidin-4(3H)-one